N-(1-(naphthalene-2-yl)-1-phenylbut-3-en-1-yl)benzamide tert-butyl-6-(Benzothiophen-3-yl)-3-methyl-3,4-dihydro-2H-pyridine-1-carboxylate C(C)(C)(C)OC(=O)N1CC(CC=C1C1=CSC2=C1C=CC=C2)C.C2=C(C=CC1=CC=CC=C21)C(CC=C)(C2=CC=CC=C2)NC(C2=CC=CC=C2)=O